benzyl 3-(1,1-difluoroprop-1-en-2-yl)-3-((methoxycarbonyl)amino)piperidine-1-carboxylate FC(=C(C)C1(CN(CCC1)C(=O)OCC1=CC=CC=C1)NC(=O)OC)F